BrC1=CNC2=C(C(=CC=C12)Cl)N1N=CC(=C1)C1CC1 3-bromo-6-chloro-7-(4-cyclopropyl-1H-pyrazol-1-yl)-1H-indole